The molecule is a member of the class of coumarins that is coumarin substituted by methoxy groups at positions 5, 6 and 7. It has a role as an antibacterial agent and a metabolite. It is an aromatic ether and a member of coumarins. It derives from a coumarin. COC1=C(C(=C2C=CC(=O)OC2=C1)OC)OC